(Z,E)-5,7-Dodecadienal C(CCC\C=C/C=C/CCCC)=O